(e)-tert-butyloxycarbonyl-lysine C(C)(C)(C)OC(=O)N[C@@H](CCCCN)C(=O)O